Pentacen C1=CC=CC2=CC3=CC4=CC5=CC=CC=C5C=C4C=C3C=C12